((R)-3-(aminomethyl)pyrrolidin-1-yl)(1-(2,4-difluorophenyl)-3,4-dihydroisoquinolin-2(1H)-yl)methanone NC[C@@H]1CN(CC1)C(=O)N1C(C2=CC=CC=C2CC1)C1=C(C=C(C=C1)F)F